4-(4-(1H-pyrazol-5-yl)phenoxy)benzaldehyde N1N=CC=C1C1=CC=C(OC2=CC=C(C=O)C=C2)C=C1